OC(CNC=1N=CC2=C(N1)N1C(C(=C2)C=2C=C(C=CC2C)NC(C2=NC=CC(=C2)C(F)(F)F)=O)=NCC1)(C)C N-(3-(2-((2-hydroxy-2-methylpropyl)amino)-8,9-dihydroimidazo[1',2':1,6]pyrido[2,3-d]pyrimidin-6-yl)-4-methylphenyl)-4-(trifluoromethyl)picolinamide